tetramethylene-bis(2-oxazoline) O1C(=NCC1)CCCCC=1OCCN1